7-fluoroimidazo[1,2-c]quinazolin-5(6H)-one FC1=CC=CC=2C=3N(C(NC12)=O)C=CN3